7-chloro-6-methoxy-1,5-naphthyridine-3-carboxylic acid ethyl ester C(C)OC(=O)C=1C=NC2=CC(=C(N=C2C1)OC)Cl